C(C)(C)(C)C=1C=CC(=C(C1)C1=CC=CC=C1)NC=1C2=C(SC1)C=C1C=CC=CC1=C2 N-(5-(tert-butyl)-[1,1'-biphenyl]-2-yl)naphtho[2,3-b]thiophen-3-amine